[2,4-Difluoro-5-(7-morpholin-4-yl-quinazolin-4-yl)-phenyl]-[1,2,4]-triazolo[4,3-a]pyridin-5-ylmethanol FC1=C(C=C(C(=C1)F)C1=NC=NC2=CC(=CC=C12)N1CCOCC1)C(O)C1=CC=CC=2N1C=NN2